C(C)(C)(C)OC(C[C@H](NC(=O)OC(C)(C)C)C(=O)O)=O Boc-L-aspartic acid-4-tert-butyl ester